C(C(C)C)[C@@H]1OCC[C@@](C1)(O)C cis-tetrahydro-2-isobutyl-4-methylpyran-4-ol